Iron-calcium [Ca].[Fe]